FC1=CC=C2C=C(C=C(C2=C1C)N1CC=2N=C(N=C(C2CC1)OC)OC[C@]12CCCN2C[C@@H](C1)F)O[Si](C(C)C)(C(C)C)C(C)C 7-(7-fluoro-8-methyl-3-((triisopropylsilyl)oxy)naphthalen-1-yl)-2-(((2R,7aS)-2-fluorohexahydro-1H-pyrrolizin-7a-yl)methoxy)-4-methoxy-5,6,7,8-tetrahydropyrido[3,4-d]pyrimidine